FC1=C(C=CC(=C1)F)CON1N=C(C=C1)C1CCN(CC1)CC=1N(C2=C(N1)C=CC(=C2)C(=O)OC)C[C@H]2OCC2 methyl 2-[[4-[1-[(2,4-difluorophenyl)methoxy]pyrazol-3-yl]-1-piperidyl]methyl]-3-[[(2S)-oxetan-2-yl]methyl]benzimidazole-5-carboxylate